N-(3'-Bromo-4,4'',5-trichloro-[1,1':4',1''-terphenyl]-2-yl)-4-methylbenzenesulfonamide BrC=1C=C(C=CC1C1=CC=C(C=C1)Cl)C1=C(C=C(C(=C1)Cl)Cl)NS(=O)(=O)C1=CC=C(C=C1)C